COC=1C=C(C=CC1)C(C(=O)OC)=[N+]=[N-] methyl 2-(3-methoxyphenyl)-2-diazoacetate